The molecule is an amino tetrasaccharide consisting of alpha-fucosyl, N-acetyl-beta-galactosaminyl, N-acetyl-beta-glucosaminyl and alpha-galactose residues joined in a linear sequence. It has a role as an epitope. C[C@H]1[C@H]([C@H]([C@@H]([C@@H](O1)O[C@@H]2[C@H]([C@@H](O[C@@H]([C@@H]2O)CO)O[C@@H]3[C@H](O[C@H]([C@@H]([C@H]3O)NC(=O)C)O[C@H]4[C@H]([C@H](O[C@@H]([C@@H]4O)O)CO)O)CO)NC(=O)C)O)O)O